FC(C(=O)O)(F)F.C(C)(C)(C)C1=NOC(=N1)C(=O)NCC1=C(C(=C(C=C1)C1=NC=NN2C1=CC(=C2)N2CCOCC2)F)Cl 3-(tert-butyl)-N-(2-chloro-3-fluoro-4-(6-morpholinopyrrolo[2,1-f][1,2,4]triazin-4-yl)benzyl)-1,2,4-oxadiazole-5-carboxamide trifluoroacetate